3,2-bipyridine N1=CC(=CC=C1)C1=NC=CC=C1